(3R,7aR)-7a-(benzyloxymethyl)-3-(trichloromethyl)-3,5,6,7-tetrahydropyrrolo[1,2-c]oxazol-1-one C(C1=CC=CC=C1)OC[C@@]12N([C@H](OC1=O)C(Cl)(Cl)Cl)CCC2